ethyl 2-({6-[(1,3-benzothiazol-2-yl)amino]-5-methylpyridazin-3-yl}(methyl)amino)-5-(3-{2-fluoro-4-[3-(methylamino)prop-1-yn-1-yl]phenoxy}propyl)-1,3-thiazole-4-carboxylate S1C(=NC2=C1C=CC=C2)NC2=C(C=C(N=N2)N(C=2SC(=C(N2)C(=O)OCC)CCCOC2=C(C=C(C=C2)C#CCNC)F)C)C